(S)-4-(4'-fluorophenyl)oxazolidine-2-one FC1=CC=C(C=C1)[C@@H]1NC(OC1)=O